ClC1=NN2C(C=N1)=CC=C2C2=CC=C(N)C=C2 4-(2-chloropyrrolo[2,1-f][1,2,4]triazin-7-yl)aniline